tert-Butyl 5-((2-cyano-5,6,7,8-tetrahydroquinolin-5-yl)oxy)-3-iodo-1H-indazole-1-carboxylate C(#N)C1=NC=2CCCC(C2C=C1)OC=1C=C2C(=NN(C2=CC1)C(=O)OC(C)(C)C)I